9-{4-[4-bromo-3-(trifluoromethyl)phenoxy]phenyl}-3,4,6,7,8,9-hexahydropyrido[2,1-c][1,2,4]thiadiazine 2,2-dioxide BrC1=C(C=C(OC2=CC=C(C=C2)C2CCCN3C2=NS(CC3)(=O)=O)C=C1)C(F)(F)F